N-(2-(2-aminoethoxy)ethyl)-4-((3-(2,3-difluoro-4-methoxy-phenyl)imidazo[1,2-a]pyrazin-8-yl)amino)-2,6-difluorobenzamide NCCOCCNC(C1=C(C=C(C=C1F)NC=1C=2N(C=CN1)C(=CN2)C2=C(C(=C(C=C2)OC)F)F)F)=O